3-chloro-N-(((1R,5S,6s)-3-(5-(3-cyano-6-(1-methyl-1H-pyrazol-4-yl)pyrazolo[1,5-a]pyridin-4-yl)pyridin-2-yl)-3-azabicyclo[3.1.0]hexan-6-yl)methyl)-5-fluoropicolinamide ClC=1C(=NC=C(C1)F)C(=O)NCC1[C@@H]2CN(C[C@H]12)C1=NC=C(C=C1)C=1C=2N(C=C(C1)C=1C=NN(C1)C)N=CC2C#N